[N+](=O)([O-])C=1C(=NC=CC1)C#N 3-nitropyridinecarbonitrile